ClC=1C=NC(=NC1)N[C@H]1CN(CC1)C(=O)C1=CC=C(C=C1)NC(=O)C1OC1 N-(4-((R)-3-((5-chloropyrimidin-2-yl)amino)pyrrolidine-1-carbonyl)phenyl)oxirane-2-carboxamide